2-((Cyclopropylmethyl)(methyl)amino)-N-(6,7-dihydro-4H-pyrano[4,3-d]thiazol-2-yl)-5-(N,N-dimethylsulfamoyl)nicotinamide C1(CC1)CN(C1=C(C(=O)NC=2SC3=C(N2)CCOC3)C=C(C=N1)S(N(C)C)(=O)=O)C